C(C(=C)C)(=O)OC(CCCCCOC1=CC=C(C(=O)O)C=C1)CCC 4-((6-(methacryloyloxy)nonyl)oxy)benzoic acid